C(C1=CC=CC=C1)NC1=NC=2N(C=C1)N=C(C2C(=O)O)C=2OC=CC2 5-(benzylamino)-2-(2-furyl)pyrazolo[1,5-a]pyrimidine-3-carboxylic acid